FC1=NC=C(C=C1)F 2,5-difluoropyridin